C1(CCC1)NC(C[C@H](CCN1CCCCC1)NC(=O)C1=NN(C(=C1)C1=C(C=CC=C1OC)OC)C1C(CCCC1)C)=O (3S)-N-cyclobutyl-3-{[5-(2,6-dimethoxyphenyl)-1-(2-methylcyclohexyl)-1H-pyrazol-3-yl]formamido}-5-(piperidin-1-yl)pentanamide